CC1CC(C1)(C1=NN=CN1C)C=1C=C(N)C=CC1 3-[(1s,3s)-3-methyl-1-(4-methyl-4H-1,2,4-triazol-3-yl)cyclobutyl]aniline